2-[(3R)-1-[(2R)-2-[4-(2-chloro-4-fluoro-phenyl)-2-oxo-chromen-7-yl]oxypropionyl]-3-piperidinyl]acetic acid isopropyl ester C(C)(C)OC(C[C@@H]1CN(CCC1)C([C@@H](C)OC1=CC=C2C(=CC(OC2=C1)=O)C1=C(C=C(C=C1)F)Cl)=O)=O